C(CC=C)[C@@H](C(=O)O)[C@@H](CCC=C)O (2R,3R)-2-(but-3-en-1-yl)-3-hydroxyhept-6-enoic acid